(E)-(4-chlorostyryl)boronic acid ClC1=CC=C(/C=C/B(O)O)C=C1